[I-].C(C=C)[N+](CC=C)(C)C N,N-diallyldimethyl-ammonium iodide